C(CCCCCCC)C1=CC=C(C(=O)NCC=2C(=NNC2)C2=CC=CC=C2)C=C1 4-octyl-N-((3-phenyl-1H-pyrazol-4-yl)methyl)benzamide